6-(3-chloro-4-cyclopropoxy-phenyl)pyrimidine-4-carboxylic acid ClC=1C=C(C=CC1OC1CC1)C1=CC(=NC=N1)C(=O)O